C(C1=CC=CC=C1)NC(CC1=CC=C(C=C1)NC(C1=CN=CC(=C1)Cl)=O)=O N-(4-(2-(benzylamino)-2-oxoethyl)phenyl)-5-chloronicotinamide